(R)-3-((1-(6-fluoro-2-(5-fluoroisoindolin-2-yl)-3-methyl-4-oxo-3,4-dihydroquinazolin-8-yl)ethyl)amino)-N-(methylsulfonyl)picolinamide FC=1C=C2C(N(C(=NC2=C(C1)[C@@H](C)NC=1C(=NC=CC1)C(=O)NS(=O)(=O)C)N1CC2=CC=C(C=C2C1)F)C)=O